4-methoxy-N-(4-(4-methylpiperazin-1-yl)phenyl)benzamide COC1=CC=C(C(=O)NC2=CC=C(C=C2)N2CCN(CC2)C)C=C1